C(C)C1=C(C=C(C(=C1)OCOCC[Si](C)(C)C)F)C1=CC=C2C=NN(C2=C1)COCC[Si](C)(C)C 6-(2-ethyl-5-fluoro-4-((2-(trimethylsilyl)ethoxy)methoxy)phenyl)-1-((2-(trimethylsilyl)ethoxy)methyl)-1H-indazole